5-Bromo-2-(difluoromethyl)-4-methyl-pyridine BrC=1C(=CC(=NC1)C(F)F)C